Z-butyl (4-(5-bromooxazolo[4,5-b]pyridin-2-yl)tetrahydro-2H-pyran-4-yl)carbamate BrC1=CC=C2C(=N1)N=C(O2)C2(CCOCC2)NC(OCCCC)=O